methyl (S)-2-aminohexanoate HCl Cl.N[C@H](C(=O)OC)CCCC